6-Chloro-8-[4-(4,6-dimethoxy-pyrimidin-2-ylmethoxy)-phenyl]-1-methyl-9H-pyrido[3,4-b]indole ClC=1C=C2C3=C(NC2=C(C1)C1=CC=C(C=C1)OCC1=NC(=CC(=N1)OC)OC)C(=NC=C3)C